methyl 2-(3-(1-([1,1'-biphenyl]-4-carbonyl) piperidin-3-yl) phenoxy)-2-methylpropionate C1(=CC=C(C=C1)C(=O)N1CC(CCC1)C=1C=C(OC(C(=O)OC)(C)C)C=CC1)C1=CC=CC=C1